(4Z)-2-[[(1R)-1-(Methoxymethyl)-3-methyl-butyl]amino]-4-(quinazolin-6-ylmethylene)-1H-imidazol-5-one COC[C@@H](CC(C)C)NC=1NC(/C(/N1)=C/C=1C=C2C=NC=NC2=CC1)=O